N1(CCCCCCC1)CC1=C(C=C(C=C1)B(O)O)F [4-(AZOCAN-1-YLMETHYL)-3-FLUOROPHENYL]BORANEDIOL